3-[3-[4-[3-(4-amino-1-piperidyl)-3-oxo-propyl]piperazin-1-yl]phenyl]piperidine NC1CCN(CC1)C(CCN1CCN(CC1)C=1C=C(C=CC1)C1CNCCC1)=O